FC(C(=O)N1[C@H]2CC(C[C@@H]1CC2)O)(F)C=2C(=C(C(=O)NC1=CC(=C(C=C1)F)C)C=CC2)F 3-(1,1-difluoro-2-((1R,3s,5S)-3-hydroxy-8-azabicyclo[3.2.1]octan-8-yl)-2-oxoethyl)-2-fluoro-N-(4-fluoro-3-methylphenyl)benzamide